2-(3,5-difluoroanilino)-5-methyl-N-[(3R)-spiro[3.3]heptan-3-yl]-thiazole-4-carboxamide FC=1C=C(NC=2SC(=C(N2)C(=O)N[C@@H]2CCC23CCC3)C)C=C(C1)F